C(C)NC(=O)NC1=NC=NC(=C1)CN1CCN(CC1)C=1C(=NC(=CC1)N1N=CC=C1)C([2H])([2H])[2H] 1-ethyl-3-(6-((4-(2-(methyl-d3)-6-(1H-pyrazol-1-yl)pyridin-3-yl)piperazin-1-yl)methyl)pyrimidin-4-yl)urea